ethyl (4aS,5aR)-5,5-difluoro-5a-methyl-1,4,4a,5,5a,6-hexahydrocyclopropa[f]indazole-3-carboxylate FC1([C@H]2CC=3C(=NNC3C[C@]21C)C(=O)OCC)F